OC1(CC(C1)C(=O)N1CC2(C1)CC(C2)CC2=CC(=CC=C2)C(F)(F)F)C ((1s,3s)-3-Hydroxy-3-methylcyclobutyl)(6-(3-(trifluoromethyl)benzyl)-2-azaspiro[3.3]heptan-2-yl)methanon